N1C=NC2=C1C=C(C=C2)N2C(OC[C@@H]2C2=CC=C(C=C2)OCCC)=O (S)-3-(1H-Benzo[d]imidazol-6-yl)-4-(4-propoxyphenyl)oxazolidin-2-on